C(C)OC(CCCC(=O)OCC)=O glutaric acid 1,5-diethyl ester